FC1([C@H](C=2C(=NN(C2CC1)CCC(C)C)C(F)(F)F)O)F (4S)-5,5-difluoro-1-(3-methylbutyl)-3-(trifluoromethyl)-6,7-dihydro-4H-indazol-4-ol